FC(OC1=NC2=CC(=CC(=C2N=C1)C=1OC2=C(C1)C=C(C=C2)O)C)F 2-(2-(difluoromethoxy)-7-methylquinoxalin-5-yl)benzofuran-5-ol